FC1(CN(CC1)C(CN1C(C2(CCN(CC2)C(=O)C=2C=C3C=NNC3=CC2)C2=C(C=CC=C12)C)=O)=O)F 1-[2-(3,3-difluoropyrrolidin-1-yl)-2-oxoethyl]-1'-(1H-indazole-5-carbonyl)-4-methylspiro[indole-3,4'-piperidin]-2-one